(4R)-5-(3-(4-(((benzyloxy) carbonyl) amino) butyrylamino)-4-((tert-butyldimethyl-silyl) oxy) phenyl)-4-((tert-butoxycarbonyl) amino)-2-methylpentanoate C(C1=CC=CC=C1)OC(=O)NCCCC(=O)NC=1C=C(C=CC1O[Si](C)(C)C(C)(C)C)C[C@@H](CC(C(=O)[O-])C)NC(=O)OC(C)(C)C